N,N-diethyl-4-(5-hydroxyspiro[chromene-2,4'-piperidine]-4-yl)benzamide hydrochloride Cl.C(C)N(C(C1=CC=C(C=C1)C1=CC2(CCNCC2)OC2=CC=CC(=C12)O)=O)CC